FC[C@@H]1N(S(OC1)=O)C(=O)OC(C)(C)C tert-butyl (4R)-4-(fluoromethyl)-2-oxo-oxathiazolidine-3-carboxylate